BrC1=CC(=C(C(=O)NC2=CC(=C(C=C2)OC)N2CCC(CC2)(F)F)C=C1)I 4-bromo-N-(3-(4,4-difluoropiperidin-1-yl)-4-methoxyphenyl)-2-iodobenzamide